5-(1-((6-(hydroxymethyl)imidazo[1,2-a]pyridin-2-yl)methyl)-1H-1,2,3-triazol-4-yl)-1H-pyrrole OCC=1C=CC=2N(C1)C=C(N2)CN2N=NC(=C2)C2=CC=CN2